C(=O)C1=C(C=CC=C1C(=O)O)C1=CC=CC=C1 Formyl-(1,1'-biphenyl)-3-carboxylic acid